C(C)(C)(C)OC(NC1CC2(C1)CCN(CC2)C2=C(C=C(C=C2)NC2=NC=C(C(=N2)NC2=C(C=CC=C2)P(=O)(C)C)Cl)Cl)=O tert-butyl(7-(2-chloro-4-((5-chloro-4-((2-(dimethylphosphoryl)phenyl)amino)pyrimidin-2-yl)amino)phenyl)-7-azaspiro[3.5]nonan-2-yl)carbamate